2-(3,3-difluoro-4-(4-methoxyphenyl)-4-((triethylsilyl)oxy)buten-1-yl)benzamide FC(C=CC1=C(C(=O)N)C=CC=C1)(C(O[Si](CC)(CC)CC)C1=CC=C(C=C1)OC)F